NC=1C(=NC(=CN1)C1=CC=C(C=C1)S(=O)(=O)C(C)C)C1=NN=C(O1)C1=C(C=C(CN[C@@H](CO)C)C=C1)F (R)-2-(4-(5-(3-amino-6-(4-(isopropylsulfonyl)phenyl)pyrazin-2-yl)-1,3,4-oxadiazol-2-yl)-3-fluorobenzylamino)propan-1-ol